[Mg].OC=1C=CC=C2C=CC=NC12.OC=1C=CC=C2C=CC=NC12 bis(8-hydroxyquinoline) magnesium